tert-butyl 4-(4-bromo-7-methyl-1H-pyrrolo[2,3-c]pyridin-1-yl)piperidine-1-carboxylate BrC1=C2C(=C(N=C1)C)N(C=C2)C2CCN(CC2)C(=O)OC(C)(C)C